4-Chloro-5-cyano-1H-pyrrole ClC=1C=CNC1C#N